C(C)OC1=C(C=C(C=C1)/C=C/C(=O)C1=CC=C(OC(C(=O)O)C)C=C1)OC 2-[4-[(E)-3-(4-Ethoxy-3-methoxyphenyl)prop-2-enoyl]phenoxy]propanoic acid